C(C)(C)(C)C1N(CC1N1CCCC2=CC(=CC(=C12)C1=C2C(=NC=C1)C=C(S2)CN2C(CNCC2=O)=O)Cl)C(=O)OCCS(=O)(=O)CS(=O)(=O)CCO 2,2'-[methylenedisulfonyl]diethanol tert-butyl-3-(6-chloro-8-(2-((2,6-dioxopiperazin-1-yl)methyl)thieno[3,2-b]pyridin-7-yl)-3,4-dihydroquinolin-1(2H)-yl)azetidine-1-carboxylate